bischloromethylacetylene ClCC#CCCl